4-(2,2-dimethylpiperidin-4-yl)-N-(7-fluoro-2-methylimidazo[1,2-a]pyridin-6-yl)-2,3-dihydro-1H-pyrrolo[2,3-b]pyridine-1-carboxamide 2,2,2-trifluoroacetate FC(C(=O)O)(F)F.CC1(NCCC(C1)C1=C2C(=NC=C1)N(CC2)C(=O)NC=2C(=CC=1N(C2)C=C(N1)C)F)C